ClC1=C(C2=C(C=3C=NC(=NC13)OC[C@H]1N(CCC1)C)COC2)C2=CC=C(C1=C2C(=C(S1)NC(OC(C)(C)C)=O)C#N)F tert-Butyl N-[4-[5-chloro-3-[[(2S)-1-methylpyrrolidin-2-yl]methoxy]-7,9-dihydrofuro[3,4-f]quinazolin-6-yl]-3-cyano-7-fluoro-benzothiophen-2-yl]carbamate